3-glycidoxypropyl-triMethoxysilane C(C1CO1)OCCC[Si](OC)(OC)OC